BrC1=CC=CC2=C1CN(C(C(N2)=O)C(C)CC)C(=O)N 6-bromo-3-(sec-butyl)-2-oxo-1,2,3,5-tetrahydro-4H-benzo[1,4]diazepine-4-carboxamide